tert-butyl 2-(4-(2,3-dimethoxybenzyl)-2-(2-isopropylphenyl) piperazin-1-yl)-7-azaspiro[3.5]nonane-7-carboxylate COC1=C(CN2CC(N(CC2)C2CC3(C2)CCN(CC3)C(=O)OC(C)(C)C)C3=C(C=CC=C3)C(C)C)C=CC=C1OC